N=1C(C(C(=C2C=CC=CC12)S(=O)(=O)N1CCNCC1)=O)=O quinolinedionesulfonyl-piperazine